FC=1C=C2C(NN=C(C2=CC1F)C(C)N(C(=O)C=1NC2=CC=C(C=C2C1)F)CC)=O N-(1-(6,7-difluoro-4-oxo-3,4-dihydrophthalazin-1-yl)ethyl)-N-ethyl-5-fluoro-1H-indole-2-carboxamide